12-methylmyristate CC(CCCCCCCCCCC(=O)[O-])CC